3,3-Difluoro-4-oxopiperidine-1-carboxylic acid tert-butyl ester C(C)(C)(C)OC(=O)N1CC(C(CC1)=O)(F)F